4-methoxy-2-(2-methoxy-5-methylphenyl)tetrahydrofuran-2-carboxylic acid COC1CC(OC1)(C(=O)O)C1=C(C=CC(=C1)C)OC